(3R)-5-nitro-3-(oxan-4-yl)-3,4-dihydro-2H-1,4-benzoxazine-7-sulfonamide [N+](=O)([O-])C1=CC(=CC2=C1N[C@@H](CO2)C2CCOCC2)S(=O)(=O)N